C(C)(C)(C)OC(=O)N1CCCCC1 (1S)-1-(tert-butoxycarbonyl)piperidin